(2S)-1-(2,5-dimethylpyrazol-3-yl)oxypropan-2-amine CN1N=C(C=C1OC[C@H](C)N)C